4-hydroxypiperidin-4-carboxamide OC1(CCNCC1)C(=O)N